NC1=NC(=NC(=N1)N)CCN1C(=NC=C1)C 2,4-diamino-6-[(2-methyl-1-imidazolyl)ethyl]s-triazine